C1(=C2C(=CC=C1)O2)CC 2-epoxyphenylethane